[N-]=[N+]=[N-].C1(=CC=CC=C1)[PH2+]C1=CC=CC=C1 Diphenylphosphonium azide